FC=1C=C(C=CC1)N1C(=CC2=C1C=C1C=NNC1=C2)C2CCOCC2 5-(3-fluorophenyl)-6-tetrahydropyran-4-yl-1H-pyrrolo[2,3-f]indazole